Z-2-bromo-1,1,3,4,4-pentafluorobut-2-ene Br\C(\C(F)F)=C(\C(F)F)/F